(R)-3-(4-(2-(4-((S)-2-acetoxy-3-chloropropoxy)-3-chlorophenyl)propan-2-yl)-2-chlorophenoxy)propane-1,2-diyl diacetate C(C)(=O)OC[C@@H](COC1=C(C=C(C=C1)C(C)(C)C1=CC(=C(C=C1)OC[C@@H](CCl)OC(C)=O)Cl)Cl)OC(C)=O